NC1=NC2=C(C=3N1N=C(N3)C=3OC=CC3)SC(N2CCN2CCN(CC2)C2=C(C=C(C(=C2)OCCC[S@@](=O)C)F)F)=O (S)-5-amino-3-(2-(4-(2,4-difluoro-5-(3-(methyl-sulfinyl)propoxy)phenyl)piperazin-1-yl)ethyl)-8-(furan-2-yl)thiazolo[5,4-e][1,2,4]triazolo[1,5-c]pyrimidin-2(3H)-one